FC(OC1=C(C=CC=C1)NC(C)=O)(F)F N-(2-(trifluoromethoxy)phenyl)acetamide